C1C(CC12OCCO2)C2=CC=C(N)C=C2 4-(5,8-dioxaspiro[3.4]oct-2-yl)aniline